N1(CCOCC1)SSN1CCOCC1 4,4'-Dithiodimorpholin